[Na+].C(C)(=O)[O-].C(C)(=O)[O-].C(CCCCCCCCCCCCCCC)(=O)NCCNC(CCCCCCCCCCCCCCC)=O.[Na+] N,N'-dipalmitoyl ethylenediamine diacetate sodium